2-(2-(2-(2-hydroxyethoxy)-4-nitrophenoxy)ethoxy)ethan-1-ol OCCOC1=C(OCCOCCO)C=CC(=C1)[N+](=O)[O-]